F[C@H]1[C@@H](CNCC1)NC(=O)C=1N=C2N(C=CC=C2C2=C(C=CC=C2)OCC(F)(F)F)C1 N-(trans-4-fluoropiperidin-3-yl)-8-(2-(2,2,2-trifluoroethoxy)phenyl)imidazo[1,2-a]pyridine-2-carboxamide